methyl 2-ethyl-4-[(3-iodoimidazo[1,2-a]pyrazin-8-yl)amino]benzoate C(C)C1=C(C(=O)OC)C=CC(=C1)NC=1C=2N(C=CN1)C(=CN2)I